(cyclopropanecarboxamido)-N-methyl-4-((6-(1-(methylsulfonyl)azetidin-3-yl)-[1,2,4]triazolo[1,5-a]pyridin-2-yl)amino)pyridazine-3-carboxamide C1(CC1)C(=O)NC=1C(=C(N=NC1)C(=O)NC)NC1=NN2C(C=CC(=C2)C2CN(C2)S(=O)(=O)C)=N1